3-(2-(cyclopropanecarboxamido)pyridin-4-yl)azetidine-1-carboxylic acid tert-butyl ester C(C)(C)(C)OC(=O)N1CC(C1)C1=CC(=NC=C1)NC(=O)C1CC1